FC(C[C@@H](C(=O)NC1=NC=CC(=C1)C1=C(C=2C(=NC(=CN2)OC)N1)C1=NC=CC=C1)C1=CC=C(C=C1)F)F (2R)-4,4-difluoro-2-(4-fluorophenyl)-N-{4-[3-methoxy-7-(pyridin-2-yl)-5H-pyrrolo[2,3-b]pyrazin-6-yl]pyridin-2-yl}butanamide